NC1=C2C(=NC=N1)N(N=C2C2=CC=C(C=C2)OC2=CC=CC=C2)[C@H]2[C@@H](CN(CC2)C(=O)OC(C)(C)C)F tert-butyl (3R,4R)-4-(4-amino-3-(4-phenoxyphenyl)-1H-pyrazolo[3,4-d]pyrimidin-1-yl)-3-fluoropiperidine-1-carboxylate